C1(=CC=CC=C1)C1=C(C=CC=C1)C(=O)N1CC=2NC3=CC=CC=C3C2CC1 (2-Phenylphenyl)-(1,3,4,9-tetrahydropyrido[3,4-b]indol-2-yl)methanone